3-methyl-6-[(1-methylcyclopropyl)sulfamoyl]-2-oxo-benzimidazole-1-carboxylic acid ethyl ester C(C)OC(=O)N1C(N(C2=C1C=C(C=C2)S(NC2(CC2)C)(=O)=O)C)=O